(S)-N-((1R,2R)-1-(3-chloro-4-morpholinophenyl)-1-hydroxy-3-(pyrrolidin-1-yl)propan-2-yl)-1-(4-chlorophenyl)pyrrolidine-3-carboxamide ClC=1C=C(C=CC1N1CCOCC1)[C@H]([C@@H](CN1CCCC1)NC(=O)[C@@H]1CN(CC1)C1=CC=C(C=C1)Cl)O